FC(C(=O)O)(F)F.FC(C=1N=CC=2N(C1)C(=CN2)C2=NC=CC(=N2)N2CCC(CCC2)N)F 1-[2-[6-(Difluoromethyl)imidazo[1,2-a]pyrazin-3-yl]pyrimidin-4-yl]azepan-4-amine trifluoroacetate